CCCCCCCCCCCCCCCCCC/C=C\OC[C@H](COP(=O)(O)OC[C@H](CO)O)OC(=O)CCCCCCCCC/C=C\C/C=C\CCCCC 1-(1Z-eicosenyl)-2-(11Z,14Z-eicosadienoyl)-glycero-3-phospho-(1'-sn-glycerol)